O1C=C(C2=C1C=CC=C2)C[C@H](NC(C(C(=O)NCC2=CC(=CC=C2)OC)CC2CCCCC2)=O)B(O)O ((1R)-2-(benzofuran-3-yl)-1-(2-(cyclohexylmethyl)-3-((3-methoxybenzyl)amino)-3-oxopropanamido)ethyl)boronic acid